C(C)C1(C(NC(C1)CCN1CCN(CC1)C1=C(C=C(C=C1)C)N1CCOCC1)=O)CC 3,3-diethyl-5-(2-(4-(4-methyl-2-morpholinophenyl)piperazin-1-yl)ethyl)pyrrolidin-2-one